2-{3-[(4-methane-sulfonyl-2-methoxy-phenyl)amino]prop-1-yn-1-yl}-N-[(1R,4R)-4-{2-oxa-8-azaspiro[4.5]decan-8-yl}cyclohexyl]-1-(2,2,2-trifluoroethyl)-1H-indol-4-amine CS(=O)(=O)C1=CC(=C(C=C1)NCC#CC=1N(C=2C=CC=C(C2C1)NC1CCC(CC1)N1CCC2(CCOC2)CC1)CC(F)(F)F)OC